C1=NC=C(C2=CC=CC=C12)N1C(N(C[C@@H]1C#N)C1=C(C=C(C=C1)C(F)(F)F)OC)=O |r| Racemic-3-(isoquinolin-4-yl)-1-(2-methoxy-4-(trifluoromethyl)phenyl)-2-oxoimidazolidine-4-carbonitrile